ClC=1C=C(C(=O)NC23CC(C2)(C3)[C@H](C(=O)NC3=CC=C(C=C3)F)C)C=CC1C 3-chloro-N-[3-[(1R)-2-(4-fluoroanilino)-1-methyl-2-oxo-ethyl]-1-bicyclo[1.1.1]pentanyl]-4-methyl-benzamide